ClC=1C(=C2C=CNC2=CC1)CC(=O)O 2-(5-chloro-1H-indol-4-yl)acetic acid